(E)-4-(6-(3-(trifluoromethoxy)phenyl)pyridin-3-yl)but-3-en-2-one FC(OC=1C=C(C=CC1)C1=CC=C(C=N1)/C=C/C(C)=O)(F)F